C1(=CC=CC=C1)C(C1=CC=CC=C1)(N=C=O)N=C=O Di-Phenyl-Methylene Di-isocyanate